tert-butyl (S)-4-(((R)-tert-butylsulfinyl) amino)-2-chloro-4,6-dihydrospiro[cyclopenta[d]thiazole-5,4'-piperidine]-1'-carboxylate C(C)(C)(C)[S@@](=O)N[C@@H]1C=2N=C(SC2CC12CCN(CC2)C(=O)OC(C)(C)C)Cl